ClC=1C=C2C(=C3C1NC(NC31CCCCC1)=O)OC(=N2)COC2CCN(CC2)C 5-chloro-2-{[(1-methylpiperidin-4-yl)oxy]methyl}-7,8-dihydro-6H-spiro[[1,3]oxazolo[5,4-f]quinazoline-9,1'-cyclohexane]-7-one